NC=1C(=C(C(=C(C(=O)O)C1)I)C(=O)O)I 5-amino-2,4-diiodoisophthalic acid